N[C@H](C(=O)N1[C@@H]([C@H]2[C@H]3[C@H](C[C@@H]([C@H]2C1)C3)F)C(=O)O)C(C)(C)C (1S,2r,3S,6r,7S,9S)-4-[(2S)-2-amino-3,3-dimethylbutyryl]-9-fluoro-4-azatricyclo[5.2.1.0{2,6}]decane-3-carboxylic acid